FC=1C=C(C=CC1O)C(C)(C)C1=CC=C(C=C1)C(CC1=CC(=C(C=C1)O)C)C1=CC(=C(C=C1)O)C 4,4'-[1-{4-[1-(3-Fluoro-4-hydroxyphenyl)-1-methylethyl]phenyl}ethylene]bis(2-methylphenol)